FC1=C(C(=CC=C1)F)N1N=CC=2C1=NC(=NC2)C(=O)N[C@@H]2C(N(C=1N(CC2)N=C(C1)C)C)=O 1-(2,6-Difluorophenyl)-N-[(6S)-2,4-dimethyl-5-oxo-7,8-dihydro-6H-pyrazolo[1,5-a][1,3]diazepin-6-yl]pyrazolo[3,4-d]pyrimidin-6-carboxamid